C(C)(C)(C)[Si](O[C@H](C)C1=NN=C(O1)[C@@H]1C[C@H](C1)N1C(C2=CC=CC=C2C1=O)=O)(C)C 2-[trans-3-[5-[(1R)-1-[(tertbutyldimethylsilyl)oxy]ethyl]-1,3,4-oxadiazol-2-yl]cyclobutyl]-2,3-dihydro-1H-isoindole-1,3-dione